FC(CCN1C[C@@H](CCC1)[NH-])(F)F [(R)-1-(3,3,3-trifluoropropyl)-piperidin-3-yl]-amide